BrC1=CC(C2=CC=3C(CCC(C3C=C21)(C)C)(C)C)(C)C 3-bromo-1,1,5,5,8,8-hexamethyl-5,6,7,8-tetrahydro-1H-cyclopenta[b]naphthalene